C1=CC=C(C=C1)[C@@H](C(=O)O)N L(+)-α-phenylglycine